2-(azidomethyl)-5-bromo-7-chlorobenzofuran N(=[N+]=[N-])CC=1OC2=C(C1)C=C(C=C2Cl)Br